((1,2,3,5,6,7-hexahydro-s-indacen-4-yl)carbamoyl)((6-methyl-4,5,6,7-tetrahydrothieno[2,3-c]pyridin-2-yl)sulfonyl)amine sodium salt [Na].C1CCC2=C(C=3CCCC3C=C12)NC(=O)NS(=O)(=O)C1=CC2=C(CN(CC2)C)S1